3-[5-benzyloxy-1-(4-fluoro-3-methyl-phenyl)-2-tetrahydropyran-4-yl-indol-3-yl]1-(difluoromethyl)cyclobutanecarboxylic acid C(C1=CC=CC=C1)OC=1C=C2C(=C(N(C2=CC1)C1=CC(=C(C=C1)F)C)C1CCOCC1)C1CC(C1)(C(=O)O)C(F)F